C(C)(C)(C)[Si](C)(C)OCCOC1=C(C=C(C=C1C)C#C)C tertiary butyl-(2-(4-ethynyl-2,6-dimethylphenoxy)ethoxy)dimethylsilane